(1R,6S)-2,2-difluoro-6-{[(3R)-1-(propan-2-yl)pyrrolidin-3-yl]oxy}cyclohexan-1-amine FC1([C@@H]([C@H](CCC1)O[C@H]1CN(CC1)C(C)C)N)F